2-methoxy-6-[[(E)-2-nitrovinyl]amino]benzoic acid COC1=C(C(=O)O)C(=CC=C1)N\C=C\[N+](=O)[O-]